1-(2-chloro-6-fluorophenyl)-4-((4-(5,6,7,8-tetrahydro-[1,2,4]triazolo[4,3-a]pyridin-3-yl)phenyl)amino)-1H-pyrazole-3-carboxamide ClC1=C(C(=CC=C1)F)N1N=C(C(=C1)NC1=CC=C(C=C1)C1=NN=C2N1CCCC2)C(=O)N